N-[2-(4-bromo-2-methyl-pyrazol-3-yl)oxyethyl]-N-methyl-carbamic acid tert-butyl ester C(C)(C)(C)OC(N(C)CCOC=1N(N=CC1Br)C)=O